BrC=1C=CC2=C(OCC(N2CCCOC)=O)C1 7-bromo-4-(3-methoxypropyl)-2H-benzo[b][1,4]oxazin-3(4H)-one